(7S)-7-tert-butyl-N-[(1R)-1-[6-(dimethylsulfamoylamino)-3-pyridyl]-3-(1,2,3,6-tetrahydropyridin-1-ium-1-yl)propyl]-5,6,7,8-tetrahydrothiazolo[5,4-b]quinoline-2-carboxamide C(C)(C)(C)[C@@H]1CC=2C=C3C(=NC2CC1)SC(=N3)C(=O)N[C@H](CC[NH+]3CCC=CC3)C=3C=NC(=CC3)NS(N(C)C)(=O)=O